CN(C=CC(=O)C1CN(C(C=2N(C1)N=C1C2CN([C@@H](C1)C)C(=O)OC(C)(C)C)=O)C)C (3R)-tert-Butyl 8-(3-(dimethylamino)acryloyl)-3,10-dimethyl-11-oxo-3,4,8,9,10,11-hexahydro-1H-pyrido[4',3':3,4]pyrazolo[1,5-a][1,4]diazepine-2(7H)-carboxylate